methyl 4-butyl-3-(4-chlorophenyl)-5-methyl-1-phenyl-4,5-dihydro-1H-pyrazole-5-carboxylate C(CCC)C1C(=NN(C1(C(=O)OC)C)C1=CC=CC=C1)C1=CC=C(C=C1)Cl